CC=1C=C(C=C(C1C)N)O 3,4-dimethyl-5-aminophenol